[rel-(2R,5R,6S)-5,6-dimethyl-4-(4-methylbenzenesulfonyl)morpholin-2-yl]methanol C[C@@H]1[C@@H](O[C@H](CN1S(=O)(=O)C1=CC=C(C=C1)C)CO)C |o1:1,2,4|